C[C@H]1CC[C@@H](N(C1)C(C(=O)NC1=NC=CC=C1C(=O)N)=O)C=1C=C2C(=NC1)NN=C2 [[2-[(2R,5S)-5-methyl-2-(1H-pyrazolo[3,4-b]pyridin-5-yl)-1-piperidyl]-2-oxo-acetyl]amino]pyridine-3-carboxamide